5-(((2-methoxyethyl)amino)methyl)pyridin-3-amine COCCNCC=1C=C(C=NC1)N